NC=1C2=C(N=CN1)N(C=C2C2=C(C=C(C=C2)NC(CC2=CC=C(C=C2)C)=O)C)C N-(4-(4-amino-7-methyl-7H-pyrrolo[2,3-d]pyrimidin-5-yl)-3-methylphenyl)-2-(p-tolyl)acetamide